1-(3-chlorophenyl)ethyl (2,2,2-trichloroacetyl)carbamate ClC(C(=O)NC(OC(C)C1=CC(=CC=C1)Cl)=O)(Cl)Cl